C(C)(=O)N([C@@](C(SCCC(=O)O)[2H])(C(=O)O)[2H])[2H] N-acetyl-S-(2-carboxyethyl)-L-cysteine-d3